C(C)(C)(C)OC(=O)N[C@@H](C(=O)O)C (R)-2-((tert-Butoxycarbonyl)amino)propionic acid